C(C1=CC=CC=C1)OC(=O)N[C@@H](CC(CC(=O)OC)=O)CO[Si](C1=CC=CC=C1)(C1=CC=CC=C1)C(C)(C)C methyl (5S)-5-[[(benzyloxy)carbonyl]amino]-6-[(tert-butyldiphenylsilyl)oxy]-3-oxohexanoate